O1CCN(CC1)CCC[Si](C=1C=C(C=C)C=CC1)(OC)OC 3-[(3-morpholinopropyl)dimethoxysilyl]styrene